CN1CCOCC1 methylmorpholin